C(CCCCCCCCCCCCCCCCCCC)(=O)OCCCCCCCC\C=C\C\C=C/CCCCC trans-linoleyl eicosanoate